N(=C=O)C1(C(CC(CC1)N=C=O)C)C 1-Isocyanato-1-methyl-4-isocyanato-methylcyclohexane